(11R)-6-chloro-11-isobutyl-3-(methoxymethyl)-2,2-dioxo-9-oxa-2λ6-thia-3,5,12,19-tetrazatricyclo[12.3.1.14,8]nonadeca-1(18),4,6,8(19),14,16-hexaen-13-one ClC=1N=C2N(S(C=3C=CC=C(C(N[C@@H](COC(C1)=N2)CC(C)C)=O)C3)(=O)=O)COC